C(#N)C1=CC(=NC=C1)OC1=C2C=CN(C2=CC=C1)CC(=O)OC(C)(C)C tert-Butyl 2-(4-((4-cyanopyridin-2-yl)oxy)-1H-indol-1-yl)acetate